N-(4-(7-fluoro-5,5-dimethyl-1,3,4,5-tetrahydro-2H-benzo[c]azepin-2-yl)-2,6-dimethylphenyl)-3,3-dimethylbutanamide FC1=CC2=C(CN(CCC2(C)C)C2=CC(=C(C(=C2)C)NC(CC(C)(C)C)=O)C)C=C1